1,1'-((2-(4-hydroxyphenyl)imidazo[1,2-a]pyridine-6,8-diyl)bis(4,1-phenylene))bis(ethan-1-one) OC1=CC=C(C=C1)C=1N=C2N(C=C(C=C2C2=CC=C(C=C2)C(C)=O)C2=CC=C(C=C2)C(C)=O)C1